S1SN=CC1=S 1,2,3-dithiazole-5-thione